O1C(CCCC1)OC1=CC=C(C=C1)N1C=NC2=C1C=CC=C2 1-(4-((tetrahydro-2H-pyran-2-yl)oxy)phenyl)-1H-benzo[d]imidazole